C(C)C1=CC2=C(CCO[C@]23C[C@H](N(CC3)CC=3N=NN(C3)CCS(=O)(=O)C)C)S1 (2'R,4R)-2-ethyl-2'-methyl-1'-[[1-(2-methylsulfonylethyl)triazol-4-yl]methyl]spiro[6,7-dihydrothieno[3,2-c]pyran-4,4'-piperidine]